ClC1=C(C(=CC=C1)F)[C@H]1N(CCC1)C=1C(=NC=CN1)C(=O)N[C@H](C)\C=C\S(=O)(=O)C ((S)-2-(2-Chloro-6-fluorophenyl)pyrrolidin-1-yl)-N-((R,E)-4-(methylsulfonyl)but-3-en-2-yl)pyrazine-2-carboxamide